tert-butyl N-[6-chloro-2-(difluoromethoxy)pyridin-3-yl]carbamate ClC1=CC=C(C(=N1)OC(F)F)NC(OC(C)(C)C)=O